3-(tert-butoxy)-N-(4-(2-((1-(2-hydroxyethyl)-1H-pyrazol-4-yl)amino)pyrimidin-4-yl)-2-methylbenzyl)azetidine-1-carboxamide C(C)(C)(C)OC1CN(C1)C(=O)NCC1=C(C=C(C=C1)C1=NC(=NC=C1)NC=1C=NN(C1)CCO)C